CC1CN(C(O1)=O)[C@@H]1CNCC1 5-methyl-3-[(3S)-pyrrolidin-3-yl]-1,3-oxazolidin-2-one